(1,1-dimethyl-7-(methylsulfonyl)-3-oxoisoindolin-5-yl)boronic acid CC1(NC(C2=CC(=CC(=C12)S(=O)(=O)C)B(O)O)=O)C